C1(CC1)C=1C=NC(=NC1)N1CCC2(CN3N([C@@H](CC3)C3=CC(=CC(=C3)F)F)C2=O)CC1 (S)-1-(5-cyclopropylpyrimidin-2-yl)-7'-(3,5-difluorophenyl)dihydro-1'H,3'H,5'H-spiro[piperidine-4,2'-pyrazolo[1,2-a]pyrazol]-1'-one